ClC1=CC(=CC=C1)OC 2-chloro-6-methoxy-benzene